CN1CCS(C2=C(C1=O)SC(=C2)C2=NC(=NC=C2C(F)(F)F)NC=2C(=NN(C2)C2CCNCC2)C)(=O)=O 4-methyl-7-(2-((3-methyl-1-(piperidin-4-yl)-1H-pyrazol-4-yl)amino)-5-(trifluoromethyl)pyrimidin-4-yl)-3,4-dihydrothieno[2,3-f][1,4]thiazepin-5(2H)-one 1,1-dioxide